2-(6-{5-chloro-2-[(oxan-4-yl)amino]pyrimidin-4-yl}-1-oxo-2,3-dihydro-1H-isoindol-2-yl)-N-(2,3-dihydro-1H-inden-1-yl)acetamide ClC=1C(=NC(=NC1)NC1CCOCC1)C1=CC=C2CN(C(C2=C1)=O)CC(=O)NC1CCC2=CC=CC=C12